ClC1=CC=C(CN2N=NC3=C2N=C(N=C3NCCCCCN3CCN(CC3)CC(CN3C2=CC=C(C=C2C=2C=C(C=CC32)Br)Br)O)SCCC)C=C1 1-(4-(5-((3-(4-chlorobenzyl)-5-(propylthio)-3H-[1,2,3]triazolo[4,5-d]pyrimidin-7-yl)amino)pentyl)piperazin-1-yl)-3-(3,6-dibromo-9H-carbazol-9-yl)propan-2-ol